bis(2,4-dinitrophenyl)-Oxalat [N+](=O)([O-])C1=C(C=CC(=C1)[N+](=O)[O-])OC(C(=O)OC1=C(C=C(C=C1)[N+](=O)[O-])[N+](=O)[O-])=O